5-(2-(Dimethylamino)ethyl)-8-(6-methoxypyridin-3-yl)-1-(4-(piperazin-1-yl)-3-(trifluoromethyl)phenyl)-1,5-dihydro-4H-[1,2,3]triazolo[4,5-c]quinolin-4-one CN(CCN1C(C2=C(C=3C=C(C=CC13)C=1C=NC(=CC1)OC)N(N=N2)C2=CC(=C(C=C2)N2CCNCC2)C(F)(F)F)=O)C